C12C(CC(CC1)C2)C(C(S(=O)(=O)[O-])(F)F)(F)F.CS(=O)(=O)C2=CC=C(C=C2)[S+](C2=CC=CC=C2)C2=CC=CC=C2 4-methanesulfonylphenyldiphenylsulfonium 2-(bicyclo[2.2.1]heptan-2-yl)-1,1,2,2-tetrafluoroethanesulfonate